2-(2-(3-(6-(8-(benzo[d]thiazol-2-ylcarbamoyl)-3,4-dihydroisoquinolin-2(1H)-yl)-2-(tert-butoxycarbonyl)pyridin-3-yl)-2-(trifluoromethyl)phenoxy)-7-azaspiro[3.5]nonan-7-yl)acetic acid S1C(=NC2=C1C=CC=C2)NC(=O)C=2C=CC=C1CCN(CC21)C2=CC=C(C(=N2)C(=O)OC(C)(C)C)C=2C(=C(OC1CC3(C1)CCN(CC3)CC(=O)O)C=CC2)C(F)(F)F